FC1=C(C=CC=C1F)[C@H]1CC[C@H](N1C(C1=CC=C(C=C1)C1=C(N=NC(=C1)OC)OC)=O)C(=O)O (2S,5R)-5-(2,3-difluorophenyl)-1-(4-(3,6-dimethoxypyridazin-4-yl)benzoyl)pyrrolidine-2-carboxylic acid